(2R,4R)-N-(5-((+)-1-amino-3-cyclopropyl-1-(pyridin-4-yl)propyl)-2-fluorophenyl)-1-(2-(4-chlorophenyl)acetyl)-4-methoxypyrrolidine-2-carboxamide NC(CCC1CC1)(C1=CC=NC=C1)C=1C=CC(=C(C1)NC(=O)[C@@H]1N(C[C@@H](C1)OC)C(CC1=CC=C(C=C1)Cl)=O)F